FC(F)(F)C(C(=O)OC)=C methyl (trifluoromethyl)acrylate